6-methyl-2-decene CC(CCC=CC)CCCC